Methyl 3-(N-(5-cyano-4-fluoro-2-(isothiazol-3-yl)phenyl)sulfamoyl)-4-cyclopropylbenzoate C(#N)C=1C(=CC(=C(C1)NS(=O)(=O)C=1C=C(C(=O)OC)C=CC1C1CC1)C1=NSC=C1)F